3-Mercaptopropylsilanol SCCC[SiH2]O